O1C(=CC=C1)C(=O)F furoic acid fluoride